3-hydroxy-7-methyl-6-octenoic acid OC(CC(=O)O)CCC=C(C)C